3-cyclopentylimidazolin-2-one C1(CCCC1)N1C(NCC1)=O